FC(C1(CC1)C1=CC=C(C=C1)N1C=2N(CC(C1)CNC(C=C)=O)N=CC2)(F)F N-((4-(4-(1-(trifluoromethyl)cyclopropyl)phenyl)-4,5,6,7-tetrahydropyrazolo[1,5-a]pyrimidin-6-yl)methyl)acrylamide